Tert-butyl N-[2-[2-[3-[2-(2,6-dioxo-3-piperidyl)-1,3-dioxo-isoindolin-5-yl]prop-2-ynoxy] ethoxy]ethyl]-N-methyl-carbamate O=C1NC(CCC1N1C(C2=CC=C(C=C2C1=O)C#CCOCCOCCN(C(OC(C)(C)C)=O)C)=O)=O